(E)-N-(2-(3-Chloro-4,6-dihydroxy-2-methylbenzoyl)isoindolin-4-yl)-4-(dimethylamino)-N-methylbut-2-enamide ClC=1C(=C(C(=O)N2CC3=CC=CC(=C3C2)N(C(\C=C\CN(C)C)=O)C)C(=CC1O)O)C